N-methyl-imidazoleacetic acid CN1C(=NC=C1)CC(=O)O